FC=1C=C2C(=CNC2=CC1)C1N(CC2=CC(=CC=C12)C1=CC=C(C=C1)OC(F)(F)F)C(=O)N (5-fluoro-1H-indol-3-yl)-5-(4-trifluoromethoxyphenyl)isoindoline-2-carboxamide